phenethyl-amine hydroiodide I.C(CC1=CC=CC=C1)N